(R)-6-((1-(2-(4-((4-(2-methoxyethyl)piperazin-1-yl)methyl)phenyl)pyrimidin-5-yl)pyrrolidin-3-yl)methyl)-2,5,7-trimethyl-[1,2,4]triazolo[1,5-a]pyrimidine COCCN1CCN(CC1)CC1=CC=C(C=C1)C1=NC=C(C=N1)N1C[C@@H](CC1)CC=1C(=NC=2N(C1C)N=C(N2)C)C